CN1C2=C(OCC(C1=O)C1=C(C(=O)N)C=CC=C1)C=CC=C2 (5-methyl-4-keto-2,3,4,5-tetrahydrobenzo[b][1,4]Oxazepin-3-yl)benzamide